5,5-Dimethyl-5,6-dihydro-4H-cyclopenta[b]thiophene-2-carboxylic acid CC1(CC2=C(SC(=C2)C(=O)O)C1)C